N-(5-fluoro-4'-((3-isopropoxy-5-(methylsulfonyl)phenyl)amino)-[2,3'-bipyridin]-6'-yl)acetamide FC=1C=CC(=NC1)C=1C=NC(=CC1NC1=CC(=CC(=C1)S(=O)(=O)C)OC(C)C)NC(C)=O